C1(=CC=CC=C1)C#CC1=CC=C(C=C1)C1=CC=CC=C1 4-(phenylethynyl)-1,1'-biphenyl